4-benzyl-pyrrolidine C(C1=CC=CC=C1)C1CCNC1